ClC1=C(C(=O)P(C2=CC=C(C=C2)OCC)(C(C2=C(C(=C(C(=C2Cl)OC)OC)OC)Cl)=O)=O)C(=C(C(=C1OC)OC)OC)Cl Bis-(2,6-dichloro-3,4,5-trimethoxybenzoyl)-4-ethoxyphenylphosphine oxide